O1CC(C1)C=1C=C(C=NC1)S(=O)(=O)Cl 5-(oxetan-3-yl)pyridine-3-sulfonyl chloride